ClC=1C(=NC(=NC1)N[C@H]1[C@H](COCC1)O)C=1C=C2C(=C(C=NC2=C(C1)F)C(C)(C)O)C(C)C (3R,4R)-4-((5-chloro-4-(8-fluoro-3-(2-hydroxypropan-2-yl)-4-isopropylquinolin-6-yl)pyrimidin-2-yl)amino)tetrahydro-2H-pyran-3-ol